C1(CC1)COC1=NC(=CC=C1C1=NC2=CC(=NC=C2C=C1)CN1C(C2=CC=CC=C2C1=O)=O)C(F)F 2-((2-(2-(cyclopropylmethoxy)-6-(difluoromethyl)pyridin-3-yl)-1,6-naphthyridin-7-yl)methyl)isoindoline-1,3-dione